Tert-butyl 4-[[4-[1-(2,6-dioxo-3-piperidyl)-4-fluoro-3-methyl-2-oxo-benzimidazol-5-yl]-1-piperidyl]methyl]piperidine-1-carboxylate O=C1NC(CCC1N1C(N(C2=C1C=CC(=C2F)C2CCN(CC2)CC2CCN(CC2)C(=O)OC(C)(C)C)C)=O)=O